COC1=C(C=CC(=C1)NCCCN(CC)CC)NC1=CC(=NN1)C1=CC=C(S1)C#N 5-(5-(2-methoxy-4-(3-(diethylamino)propylamino)phenylamino)-1H-pyrazol-3-yl)thiophene-2-carbonitrile